octafluoro-epoxyisobutane FC(C1(C(O1)(F)F)C(F)(F)F)(F)F